S1(CCCC1)(=O)=O 1lambda~6~-thiolane-1,1-dione